CNC(C)CC N-methyl-sec-butylamine